CN1N=NC2=C1C=CC(=C2)C(=O)O 1-methyl-1H-benzo[d][1,2,3]triazole-5-carboxylic acid